dimethyl-(cyclopentadienyl)ethane Methyl-(S)-4-amino-3-(1,1-difluoroethyl)-5-((oxetan-2-ylmethyl)amino)benzoate COC(C1=CC(=C(C(=C1)NC[C@H]1OCC1)N)C(C)(F)F)=O.CC(C)(C1C=CC=C1)C